COC(=O)[C@H]1[C@@H](CC1)C(=O)O trans-2-(methoxycarbonyl)cyclobutanecarboxylic acid